C(C)(C)(C)OC(=O)NC1CN(CC1)C1=CC(OC2=CC(=CC=C12)C(=O)N[C@@H](C(=O)O)CC1=CC(=CC=C1)OC)=O (2R)-2-(4-(3-((tert-butoxycarbonyl)amino)pyrrolidin-1-yl)-2-oxo-2H-chromene-7-carboxamido)-3-(3-methoxyphenyl)propanoic acid